N-(2,4-dimethoxyphenyl)-2-(3-(furan-2-yl)-6-oxopyridazin-1(6H)-yl)acetamide COC1=C(C=CC(=C1)OC)NC(CN1N=C(C=CC1=O)C=1OC=CC1)=O